(S)-7-(2-amino-3,5-dichloro-6-fluorophenyl)-4-(2-methylpiperazin-1-yl)-6-(trifluoromethyl)-8H-pyrido[2,1-f][1,2,4]triazin-8-one hydrochloride Cl.NC1=C(C(=C(C=C1Cl)Cl)F)C1=C(C=C2C(=NC=NN2C1=O)N1[C@H](CNCC1)C)C(F)(F)F